FC(OC=1C(=NC=C(C1)C=1N=C(N(C1)C12CC(C1)(C2)N2CCOCC2)CC(C)C)N)F 3-(difluoromethoxy)-5-(2-isobutyl-1-(3-morpholinobicyclo-[1.1.1]pentan-1-yl)-1H-imidazol-4-yl)pyridin-2-amine